N-((S)-1-(2-((R)-2-chloro-2-fluoroacetyl)-2-(((S)-2-oxopyrrolidin-3-yl)methyl)hydrazino)-3-(1-methylcyclopropyl)-1-oxopropan-2-yl)-5-(trifluoromethyl)isoxazole-3-carboxamide Cl[C@H](C(=O)N(NC([C@H](CC1(CC1)C)NC(=O)C1=NOC(=C1)C(F)(F)F)=O)C[C@H]1C(NCC1)=O)F